n-propane CCC